CC=1SC(=C(N1)C)C(=O)N1CCC(CC1)OC=1C=CC=C2C(=NN(C12)C)C1C(NC(CC1)=O)=O 3-(7-((1-(2,4-dimethylthiazole-5-carbonyl)piperidin-4-yl)oxy)-1-methyl-1H-indazol-3-yl)piperidine-2,6-dione